CC=1C=C(C(=O)O)C=CC1C(NC)=O 3-methyl-4-(methylcarbamoyl)benzoic acid